N-[2-(1-ethyl-2-oxo-imidazolidin-4-yl)ethyl]-4-nitro-N-propyl-benzenesulfonamide C(C)N1C(NC(C1)CCN(S(=O)(=O)C1=CC=C(C=C1)[N+](=O)[O-])CCC)=O